C(CCCCCCC)SCC(CNC1=CC=CC=C1)O 1-(octylthio)-3-(phenylamino)-2-propanol